7-(3-(6-(difluoromethoxy)pyridin-3-yl)-7,8-dihydro-1,6-naphthyridin-6(5H)-yl)-2-(methoxymethyl)-8-methyl-4H-pyrimido[1,2-b]pyridazin-4-one FC(OC1=CC=C(C=N1)C=1C=NC=2CCN(CC2C1)C=1C(=CC=2N(N1)C(C=C(N2)COC)=O)C)F